O1C(=CC2=C1C=CC=C2)C(N2CCN(CC2)CC2=CC=CC=C2)C2=NN=NN2CCCC 1-(benzofuran-2-yl(1-butyl-1H-tetrazol-5-yl)methyl)-4-benzylpiperazine